(1R,3S,5R)-2-(2-(3-acetyl-5-(2-methylpyrimidin-5-yl)-1H-pyrrolo[2,3-c]pyridin-1-yl)acetyl)-N-(6-bromo-3-methylpyridin-2-yl)-5-methyl-2-azabicyclo[3.1.0]hexane-3-carboxamide C(C)(=O)C1=CN(C2=CN=C(C=C21)C=2C=NC(=NC2)C)CC(=O)N2[C@@H]1C[C@@]1(C[C@H]2C(=O)NC2=NC(=CC=C2C)Br)C